Cl.C(C)N=C=N N-ethyl-carbodiimide hydrochloride